bis(4-nitrobenzyl) chlorophosphate P(=O)(OCC1=CC=C(C=C1)[N+](=O)[O-])(OCC1=CC=C(C=C1)[N+](=O)[O-])Cl